2-(8-((2S,5R)-4-(1-(benzo[d]thiazol-5-yl)ethyl)-2,5-diethylpiperazin-1-yl)-5-methyl-6-oxo-5,6-dihydroimidazo[1,2-b]pyridazin-2-yl)acetonitrile S1C=NC2=C1C=CC(=C2)C(C)N2C[C@@H](N(C[C@H]2CC)C=2C=1N(N(C(C2)=O)C)C=C(N1)CC#N)CC